8-((1,1-Difluoropropan-2-yl)oxy)-7-(1-(1-ethoxyethyl)-1H-pyrazol-4-yl)-[1,2,4]triazolo[1,5-c]pyrimidin-2-amine FC(C(C)OC=1C=2N(C=NC1C=1C=NN(C1)C(C)OCC)N=C(N2)N)F